C(#N)C1=C(N=C(S1)N(C1=C(N=C2N1C=C(C=C2)C=2C=CC(=NC2)N2CCC(CC2)C(=O)N2CCN(CC2)C(=O)OC(C)(C)C)CC)C)C2=CC=C(C=C2)F tert-butyl 4-(1-(5-(3-((5-cyano-4-(4-fluorophenyl)thiazol-2-yl)(methyl)amino)-2-ethylimidazo[1,2-a]pyridin-6-yl)pyridin-2-yl) piperidine-4-carbonyl)piperazine-1-carboxylate